N1=CC=NC2=CC(=CC=C12)C=CC(=O)C1=CC=C(C=C1)C1=CC=C(C=C1)CC(F)(F)F 3-(quinoxalin-6-yl)-1-(4'-(2,2,2-trifluoroethyl)-[1,1'-biphenyl]-4-yl)prop-2-en-1-one